FC=1C=C(C=CC1F)C1=C(C(=CC=C1)F)NC(=O)C=1C=NN(C1C(F)F)C N-(3',4'-difluoro-3-fluorobiphenyl-2-yl)-1-methyl-5-difluoromethyl-1H-pyrazole-4-carboxamide